6-(3-azabicyclo[3.1.0]hexane-3-yl)-4-(6-{6-[(6-methoxypyridin-3-yl)methyl]-3,6-diazabicyclo[3.1.1]heptan-3-yl}pyridin-3-yl)pyrazolo[1,5-a]pyridine-3-carbonitrile C12CN(CC2C1)C=1C=C(C=2N(C1)N=CC2C#N)C=2C=NC(=CC2)N2CC1N(C(C2)C1)CC=1C=NC(=CC1)OC